C(C=C)(=O)OCCCCCCCCCCC[SiH2]C(Br)Br acryloxyundecyldibromomethylsilane